C1(CC1)N1N=CC(=C1)C(=C)N1NC2=CC=C(C=C2C1)C1(CC(=CC(=C1)F)S(=O)(=O)N)F 3-(2-(1-(cyclopropyl-1H-pyrazol-4-yl)vinyl)-1H-indazol-5-yl)-3,5-difluorobenzenesulfonamide